N1CC(C1)S(=O)(=O)\C=C\[C@H](CC)NC(=O)C1(CCN(CC1)S(=O)(=O)C1=C(C=C(C=C1)Br)C1=C(C=CC=C1)Cl)F (S,E)-N-(1-(azetidin-3-ylsulfonyl)pent-1-en-3-yl)-1-((5-bromo-2'-chloro-[1,1'-biphenyl]-2-yl)sulfonyl)-4-fluoropiperidine-4-carboxamide